C(CCC)C1=C(C(=C(C(N1)=O)S(=O)(=O)C1=CC=C(C=C1)C=1C=NC=C(C1)F)O)C1=C(C=CC=C1OC)OC 6-butyl-5-(2,6-dimethoxyphenyl)-3-((4-(5-fluoropyridin-3-yl)phenyl)sulfonyl)-4-hydroxypyridin-2(1H)-one